FC(N1N=C(C=C1)C1(CC1)N)F 1-[1-(difluoromethyl)pyrazol-3-yl]Cyclopropylamine